OCCN1CCCCC1 2-hydroxyeth-ylpiperidine